NC1=C(C=C(C(=O)N2C[C@]3(C[C@H]3C#CC3=C4CN(C(C4=CC=C3)=O)C3C(NC(CC3)=O)=O)CCC2)C=C1)OC 3-(4-{2-[(1S,3S)-5-(4-amino-3-methoxybenzoyl)-5-azaspiro[2.5]octan-1-yl]ethynyl}-1-oxo-3H-isoindol-2-yl)piperidine-2,6-dione